CN(CC(=O)NC1=CC=C(C=C1)C#CC#CC1=CC=CC=C1)C 2-(dimethylamino)-N-[4-(4-phenylbutane-1,3-diynyl)phenyl]acetamide